(R)-benzyl 3-(aminomethyl)-5-oxopiperazine-1-carboxylate NC[C@@H]1CN(CC(N1)=O)C(=O)OCC1=CC=CC=C1